N-(5-chloro-6-(difluoromethoxy)pyridin-3-yl)-N'-(4-(1-methoxyethyl)-5-methyl-1,6-naphthyridin-3-yl)urea ClC=1C=C(C=NC1OC(F)F)NC(=O)NC=1C=NC2=CC=NC(=C2C1C(C)OC)C